1-pyrenebutanethiol C1(=CC=C2C=CC3=CC=CC4=CC=C1C2=C34)CCCCS